COC1=C2C=C3C(=C4C=CC(=CC4=CC3=CC2=CC=C1)C(=O)N[C@@H](C)C1=NC=CC=C1)C1=CC=C(C=C1)C(F)(F)F (S)-7-methoxy-N-(1-(pyridin-2-yl)ethyl)-5-(4-(trifluoromethyl)phenyl)-2-naphthacenecarboxamide